ClC=1C(=C(C=CC1)NC1=C(NC2=C1C(NCC2)=O)C2=C(C=NC=C2)OCC2=NC(=CC=C2)F)OC 3-((3-chloro-2-methoxyphenyl)amino)-2-(3-((6-fluoropyridin-2-yl)methoxy)pyridin-4-yl)-1,5,6,7-tetrahydro-4H-pyrrolo[3,2-c]pyridin-4-one